BrC1=CN=C(S1)N1CC(C1)F 5-bromo-2-(3-fluoroazetidin-1-yl)thiazole